OC([C@H]1N(CC1)C(=O)OC(C)(C)C)([2H])[2H] tert-Butyl (S)-2-(hydroxymethyl-d2)azetidine-1-carboxylate